FC(C1=C(C(=C(N(CC2=CC=C(C=C2)OC)CC2=CC=C(C=C2)OC)C=C1B1OC(C(O1)(C)C)(C)C)F)C)F 4-(difluoromethyl)-2-fluoro-N,N-bis(4-methoxybenzyl)-3-methyl-5-(4,4,5,5-tetramethyl-1,3,2-dioxaborolan-2-yl)aniline